(S)-2-(Benzofuran-2-carboxamido)-N6-ethyl-N1-(1-(2-(2-adamantylamino)-2-oxoethyl)-2-oxo-1,2-dihydropyridin-3-yl)-5-oxohexandiamid O1C(=CC2=C1C=CC=C2)C(=O)N[C@H](C(=O)NC=2C(N(C=CC2)CC(=O)NC2C1CC3CC(CC2C3)C1)=O)CCC(C(=O)NCC)=O